CN(C(CN1N=C2C=CC(=CC2=C1)B1OC(C(O1)(C)C)(C)C)=O)C N,N-dimethyl-2-(5-(4,4,5,5-tetramethyl-1,3,2-Dioxaborol-2-yl)-2H-indazol-2-yl)acetamide